C(#N)C1(CC1)C=1C=C(C(=O)NC2=CC(=C(C=C2)C)NC2=NC=CC=C2C2=C3N=CN(C3=NC=N2)C2OCCCC2)C=CC1 3-(1-cyanocyclopropyl)-N-(4-methyl-3-(3-(9-(tetrahydro-2H-pyran-2-yl)-9H-purin-6-yl)pyridin-2-ylamino)phenyl)benzamide